methyl 2-methyl valerate CCCC(C)C(=O)OC